di-(4-ethoxy-4-oxo-butan-2-yl)-citric acid C(C)OC(CC(C)C(C(=O)O)(C(O)(C(=O)O)CC(=O)O)C(C)CC(OCC)=O)=O